ClC1=C(C=C(C=C1)F)C1N(C(C2=CC(=CC=C12)C=1C=NN(C1)C1CC1)=NOCC)CC1=CC=C(C=C1)OC 3-(2-chloro-5-fluorophenyl)-6-(1-cyclopropyl-1H-pyrazol-4-yl)-1-(ethoxyimino)-2-(4-methoxybenzyl)isoindole